2-(pyridin-2-yl)-4,6-bis(4-(pyridin-3-yl)phenyl)phenol lithium [Li].N1=C(C=CC=C1)C1=C(C(=CC(=C1)C1=CC=C(C=C1)C=1C=NC=CC1)C1=CC=C(C=C1)C=1C=NC=CC1)O